(2S,20S)-2-((((9H-fluoren-9-yl)methoxy)carbonyl)amino)-20-(tert-butoxycarbonyl)-39-(di-tert-butoxyphosphoryl)-8,17,22-trioxo-10,13-dioxa-7,16,21-triazanonatriacontanoic acid C1=CC=CC=2C3=CC=CC=C3C(C12)COC(=O)N[C@H](C(=O)O)CCCCNC(COCCOCCNC(CC[C@H](NC(CCCCCCCCCCCCCCCCCP(=O)(OC(C)(C)C)OC(C)(C)C)=O)C(=O)OC(C)(C)C)=O)=O